CN(C1CN(CC1)C1(CC=C(C=C1NC1=NC=NC(=C1)C=1C=C2C=NN(C2=CC1)C)C(C(=O)N)=C)OC)C 2-(4-(3-(dimethylamino)pyrrolidine-1-yl)-4-methoxy-5-{[6-(1-methyl-1H-indazole-5-yl)pyrimidine-4-yl]amino}phenyl)acrylamide